C(C)(C)(C)OC(NCC1=CC=C(C=C1)C(NC1=CC(=C(C=C1)Br)C)=O)=O [4-(4-bromo-3-methyl-phenylcarbamoyl)-benzyl]-carbamic acid tert-butyl ester